methoxycarbonyl-glycine methyl ester COC(CNC(=O)OC)=O